C1=CC=C(C=2[Te]C3=C(C21)C=CC=C3)N dibenzo[b,d]tellurophene-4-amine